C(C)(C)(C)OC(=O)N1C[C@H](NCC1)COC1=CC(=NC=2N(C(NC(C21)=O)=O)C2=C(C=CC=C2)C(C)C)Cl (S)-3-(((7-chloro-1-(2-isopropylphenyl)-2,4-dioxo-1,2,3,4-tetrahydropyrido[2,3-d]pyrimidin-5-yl)oxy)methyl)piperazine-1-carboxylic acid tert-butyl ester